(1r,4r)-4-((4-(4-(Cyclopropylmethyl)-3-methylisoxazol-5-yl)pyrimidin-2-yl)amino)cyclohexan-1-ol C1(CC1)CC=1C(=NOC1C1=NC(=NC=C1)NC1CCC(CC1)O)C